2-(5-chloro-2-fluorophenyl)-N-(4-(1-methyl-4-(trifluoromethyl)-1H-imidazol-2-yl)benzyl)-6,7-dihydro-5H-cyclopenta[d]pyrimidin-4-amine ClC=1C=CC(=C(C1)C=1N=C(C2=C(N1)CCC2)NCC2=CC=C(C=C2)C=2N(C=C(N2)C(F)(F)F)C)F